6-(((S)-3-fluoropyrrolidin-1-yl)methyl)-2-(3-((1S,2R)-2-(4-methyl-4H-1,2,4-triazol-3-yl)cyclopropyl)phenyl)-4-(trifluoromethyl)isoindolin-1-one F[C@@H]1CN(CC1)CC1=CC(=C2CN(C(C2=C1)=O)C1=CC(=CC=C1)[C@@H]1[C@@H](C1)C1=NN=CN1C)C(F)(F)F